2,5-dihydroxymethyl-furan OCC=1OC(=CC1)CO